(2-methyloxan-2-yl)methanol CC1(OCCCC1)CO